[8-[2-(diethylamino)ethyl]-6-ethoxycarbonyl-5-oxo-1,8-naphthyridin-3-yl]boronic acid C(C)N(CCN1C=C(C(C=2C=C(C=NC12)B(O)O)=O)C(=O)OCC)CC